1-(1-benzhydrylazetidin-3-ylidene)propan-2-one C(C1=CC=CC=C1)(C1=CC=CC=C1)N1CC(C1)=CC(C)=O